The molecule is a dipeptide obtained by formal condensation of the carboxy group of N-acetyl-L-methionine with the amino group of L-serine. It is an acetamide and a dipeptide. CC(=O)N[C@@H](CCSC)C(=O)N[C@@H](CO)C(=O)O